4-(3-chloro-4-fluorophenyl)-3-(4-nitro-1,2,5-oxadiazole-3-yl)-1,2,4-oxadiazole ClC=1C=C(C=CC1F)N1C(=NOC1)C1=NON=C1[N+](=O)[O-]